1-(2-hydroxyethyl)-2-hydroxymethyl-5-nitroimidazole OCCN1C(=NC=C1[N+](=O)[O-])CO